4,4'-sulfonylbis(fluorobenzene) C1=CC(=CC=C1F)S(=O)(=O)C2=CC=C(C=C2)F